ClC1=C(C(=CC=C1Cl)O)C1=CC=2N(C=C1)C=C(N2)C(=O)C2CCNCC2 (7-(2,3-Dichloro-6-hydroxyphenyl)imidazo[1,2-a]pyridin-2-yl)(piperidin-4-yl)methanone